C[Si](C1=CC=2NC3=CC(=CC=C3C2C=C1)[Si](C1=CC=CC=C1)(C)C)(C1=CC=CC=C1)C 2,7-bis(dimethyl(phenyl)silyl)-9H-carbazole